7-isopropoxy-2-(1-methyl-2-oxabicyclo[2.1.1]hex-4-yl)-N-(1-((1s,2r)-2-methylcyclopropyl)-2-oxo-1,2-dihydropyridin-3-yl)imidazo[1,2-a]pyrimidine-6-carboxamide C(C)(C)OC1=NC=2N(C=C1C(=O)NC=1C(N(C=CC1)[C@@H]1[C@@H](C1)C)=O)C=C(N2)C21COC(C2)(C1)C